2,4-bis(trichloromethyl)-6-p-methoxystyryl-S-triazine ClC(C1=NC(=NC(=N1)C(Cl)(Cl)Cl)C=CC1=CC=C(C=C1)OC)(Cl)Cl